C(C1=CC=CC=C1)N(CCS(=O)(=O)N(C1=CC=CC=C1)CC1=CC=C(C=C1)C=1OC(=NN1)C(F)F)CC 2-(benzyl(ethyl)amino)-N-(4-(5-(difluoromethyl)-1,3,4-oxadiazol-2-yl)benzyl)-N-phenylethane-1-sulfonamide